N=1C=C(N2C1C=CC=C2)C2=NC=NC=C2 4-(IMIDAZO-[1,2-A]PYRIDIN-3-YL)-PYRIMIDIN